C(CCCCCCCCCCC)SC(=S)SC(C(=O)O)(C)C 2-(dodecylmercaptothiocarbonylthio)-2-methylpropionic acid